ClCCC(=O)C=1C=C2CCN(C2=CC1)S(=O)(=O)C1=CC=CC=C1 3-chloro-1-(1-(benzenesulfonyl)indolin-5-yl)propan-1-one